(4-chlorophenyl)(5-(thiophen-2-yl)-1,2,4-oxadiazol-3-yl)methanone ClC1=CC=C(C=C1)C(=O)C1=NOC(=N1)C=1SC=CC1